(4-((2-amino-3-chloropyridin-4-yl)oxy)-3-fluorophenyl)-1-(4-fluorophenyl)-2-keto-6-(trifluoromethyl)-1,2-dihydropyridine-3-carboxamide NC1=NC=CC(=C1Cl)OC1=C(C=C(C=C1)C1=C(C(N(C(=C1)C(F)(F)F)C1=CC=C(C=C1)F)=O)C(=O)N)F